1H-benzo[d]imidazol-2-amine dihydrochloride Cl.Cl.N1C(=NC2=C1C=CC=C2)N